[Cl-].C1=CC=CC2=CC3=CC=CC=C3C(=C12)C1=CC(=[N+](C=C1)C)I 4-(Anthracene-9-yl)-2-iodo-1-methylpyridin-1-ium chloride